tert-Butyl (R*)-6-(4-(trifluoromethyl)phenyl)-2-azaspiro[3.4]octane-2-carboxylate FC(C1=CC=C(C=C1)[C@H]1CC2(CN(C2)C(=O)OC(C)(C)C)CC1)(F)F |o1:8|